CN1CCN(CC1)C(CNC(=O)C1=CC2=C(N(C(=N2)NC=2SC3=C(N2)C=CC(=C3)OC(F)(F)F)C)C=C1)=O 1-Methyl-2-(6-trifluoromethoxy-benzothiazol-2-ylamino)-1H-benzimidazole-5-carboxylic acid [2-(4-methyl-piperazin-1-yl)-2-oxo-ethyl]-amide